C(=O)(O)C=1N=CC2=CC=CC=C2C1 3-carboxyisoquinoline